3,5-diisopropyl-4-ethenyl-[1,1-biphenyl] C(C)(C)C=1C=C(C=C(C1C=C)C(C)C)C1=CC=CC=C1